7-bromo-1-chloro-6-methylpyrrolo[1,2-a]pyrazine BrC=1C=C2N(C=CN=C2Cl)C1C